N1C=CC=2C1=NC=CC2OC2=CC=C(C=1CCCCC21)N2C(N(CC2=O)C2=CC(=CC=C2)C(F)(F)F)=O 3-[4-(1H-pyrrolo[2,3-b]pyridin-4-yloxy)-5,6,7,8-tetrahydro-1-naphthalenyl]-1-[3-(trifluoromethyl)phenyl]-2,4-imidazolidinedione